hexadecyl 3-((3-(2-hexyldecanamido)-4-((1-methylpiperidin-4-yl)amino)-4-oxobutyl)thio)propanoate C(CCCCC)C(C(=O)NC(CCSCCC(=O)OCCCCCCCCCCCCCCCC)C(=O)NC1CCN(CC1)C)CCCCCCCC